1-amino-4-(2-chlorophenyl)-6-(trifluoromethyl)pyrido[1,2-c]pyrimidin-3-one NC1=NC(C(=C2N1C=CC(=C2)C(F)(F)F)C2=C(C=CC=C2)Cl)=O